(trans)-3-((2-((1-hydroxy-7-methyl-1,3-dihydrobenzo[c][1,2]oxaborol-5-yl)amino)-5-methylpyrimidin-4-yl)amino)tetrahydro-2H-pyran-4-carbonitrile OB1OCC2=C1C(=CC(=C2)NC2=NC=C(C(=N2)N[C@@H]2COCC[C@H]2C#N)C)C